C(C)(C)(C)OC([C@@H](NC([C@@H](NC([C@@H](NC(C)=O)C)=O)C)=O)C)=O N-acetyl-L-alanyl-L-alanyl-L-alanine tert-butyl ester